ClCC1=CC=C(C=C1)[C@H]1C[C@H](CN(C1)C)NC1=C(C(N(N=C1)C)=O)C1CC1 5-[[(3R,5R)-5-[4-(chloromethyl)phenyl]-1-methyl-3-piperidyl]amino]-4-cyclopropyl-2-methyl-pyridazin-3-one